ClC1=C(N=C2C(=N1)N(C(=N2)C2=NC(=CC=C2)OCC)C2=C(C=CC=C2OC)OC)CS(=O)(=O)N 6-Chloro-1-(2,6-dimethoxyphenyl-2-(6-ethoxypyridin-2-yl)-1H-imidazo[4,5-b]pyrazin-5-yl)methanesulfonamide